ethyl-5-(3-chlorobenzyl)-3-((1-isopropyl-3-methyl-1H-pyrazole-5-carboxamido)methyl)-4,5-dihydroisoxazole C(C)C1C(=NOC1CC1=CC(=CC=C1)Cl)CNC(=O)C1=CC(=NN1C(C)C)C